tert-butyl ((4-azido-2,6-difluorophenyl)sulfonyl)(thiazol-4-yl)carbamate N(=[N+]=[N-])C1=CC(=C(C(=C1)F)S(=O)(=O)N(C(OC(C)(C)C)=O)C=1N=CSC1)F